N-(3-(difluoromethyl)phenyl)-5-(2-(((1s,4s)-4-hydroxy-1-methylcyclohexyl)amino)-2-oxoacetyl)-1,2,4-trimethyl-1H-pyrrole-3-carboxamide FC(C=1C=C(C=CC1)NC(=O)C1=C(N(C(=C1C)C(C(=O)NC1(CCC(CC1)O)C)=O)C)C)F